NC=1C=C(C#N)C=CC1N1CCNCC1 3-amino-4-(piperazin-1-yl)benzonitrile